1-(2,4-difluorophenyl)-8-((S)-2-methylpiperazin-1-yl)-10-(trifluoromethyl)-3,4-dihydro-2H,6H-[1,4]thiazepino[2,3,4-ij]quinazolin-6-one FC1=C(C=CC(=C1)F)S1CCCN2C(N=C(C3=CC(=CC1=C23)C(F)(F)F)N2[C@H](CNCC2)C)=O